S1OC(C[C@@]2(N(C([C@@]3(N(C2=O)[C@H]([C@@](C3)(C)C#N)C3=CC2=C(OCO2)C=C3)CC(=O)O1)=O)C)C)=O ((3S,6S,7S,8aS)-6-(benzo[d][1,3]dioxol-5-yl)-7-cyano-2,3,7-trimethyl-1,4-dioxohexahydropyrrolo[1,2-a]pyrazine-3,8a(6H)-diyl)diacetic thioester